(R or S)-1-(4-(4-(4-((1S,4R)-2-azabicyclo[2.2.1]heptane-2-carbonyl)-3-chlorophenoxy)butyl)piperidin-1-yl)-3,3,3-trifluoro-2-hydroxy-2-phenylpropan-1-one [C@H]12N(C[C@H](CC1)C2)C(=O)C2=C(C=C(OCCCCC1CCN(CC1)C([C@@](C(F)(F)F)(C1=CC=CC=C1)O)=O)C=C2)Cl |o1:25|